m-tetrahydroxyethyl-(4-methoxyphenyl)cobalt (II) OC(C(O)(O)O)C=1C=C(C=CC1OC)[Co+]